6-chloro-4-(2,7-dimethyl-9-anthracenyl)-5-methoxy-2-methyl-3(2H)-pyridazinone ClC=1C(=C(C(N(N1)C)=O)C=1C2=CC(=CC=C2C=C2C=CC(=CC12)C)C)OC